N1C=C(C2=CC=CC=C12)CCC1N(CCC=2C=C3C(=CC12)ONO3)CCC3CCOCC3 5-(2-(1H-indol-3-yl)ethyl)-6-(2-(tetrahydro-2H-pyran-4-yl)ethyl)-5,6,7,8-tetrahydro-[1,3]dioxazolo[4,5-g]isoquinoline